N-(4-Biphenylacetyl)-S-methylcysteine C1(=CC=C(C=C1)CC(=O)N[C@@H](CSC)C(=O)O)C1=CC=CC=C1